(R)-2-(((3-butyl-3-methyl-7-(methylsulfanyl)-1,1-dioxido-5-phenyl-2,3,4,5-tetrahydro-1,5-benzothiazepin-8-yl)methyl)thio)-2-methylpropanoic acid C(CCC)[C@]1(CS(C2=C(N(C1)C1=CC=CC=C1)C=C(C(=C2)CSC(C(=O)O)(C)C)SC)(=O)=O)C